C(C)N1C=2N(C3=CC=C(C=C3C1=O)S(=O)(=O)NC1(CC1)C)[C@@H](CN2)C#CC2=NN(N=C2)C (R)-4-ethyl-1-((2-methyl-2H-1,2,3-triazol-4-yl)ethynyl)-N-(1-methylcyclopropyl)-5-oxo-1,2,4,5-tetrahydroimidazo[1,2-a]quinazoline-7-sulfonamide